dimethylethyl-phosphoramide CNP(=O)(NCC)NC